benzyl N-(3-bromo-4,5,6,7-tetrahydrobenzothiophen-5-yl)-N-methyl-carbamate BrC1=CSC2=C1CC(CC2)N(C(OCC2=CC=CC=C2)=O)C